chloro-7-ethoxy-6-methoxyquinazoline ClC1=NC2=CC(=C(C=C2C=N1)OC)OCC